C(C)OC(CC1=C(C=CC=C1)O[C@H]1CCC2=CC=C(C=C12)C1=C2C=CN=C(C2=CC=C1)N)=O (S)-2-(2-((6-(1-Aminoisoquinolin-5-yl)-2,3-dihydro-1H-inden-1-yl)oxy)phenyl)acetic acid ethyl ester